CN1N(CN(CC1)C)C hexahydro-1,2,4-trimethyl-1,2,4-triazine